N-[(E)-(1-Hydroxy-3H-2,1-benzoxaborol-5-yl)methylenamino]-N-methyl-1,1-dioxo-4,5,6,7-tetrahydro-1,2-benzothiazol-3-amin OB1OCC2=C1C=CC(=C2)\C=N\N(C2=NS(C1=C2CCCC1)(=O)=O)C